4-hydroxy-11-oxo-7-(thiazol-2-yl)-1,2,7,11-tetrahydrobenzofuro[4,5-e]pyrido[1,2-c][1,3]oxazine-10-carboxylic acid OC1=CC2=C(C=3N(C(O2)C=2SC=CN2)C=C(C(C3)=O)C(=O)O)C=3CCOC31